4-(3-isopropylphenyl)-N-(4-methyl-1-azabicyclo[3.2.2]non-4-yl)piperazine-1-carboxamide C(C)(C)C=1C=C(C=CC1)N1CCN(CC1)C(=O)NC1(CCN2CCC1CC2)C